OC1=C(C(N(C=C1)C)=O)NC(N[C@@H](CC(=O)O)C=1SC(=CC1)CC1=C(C=CC=C1)C)=O (S)-3-(3-(4-hydroxy-1-methyl-2-oxo-1,2-dihydropyridin-3-yl)ureido)-3-(5-(2-methylbenzyl)thiophen-2-yl)propanoic acid